4-amino-3-bromo-2-fluoropyridine NC1=C(C(=NC=C1)F)Br